4-((methoxyimino)methyl)benzoic acid CON=CC1=CC=C(C(=O)O)C=C1